(Z)-3-(2-cyclopropyl-4-(trifluoromethyl)benzylidene)-6-nitroisobenzofuran-1(3H)-one C1(CC1)C1=C(\C=C\2/OC(C3=CC(=CC=C23)[N+](=O)[O-])=O)C=CC(=C1)C(F)(F)F